4-chloro-2-(2,5-dimethylfuran-3-yl)-6-methylthieno[2,3-d]pyrimidine ClC=1C2=C(N=C(N1)C1=C(OC(=C1)C)C)SC(=C2)C